[Br-].C1(=CC=CC2=CC=CC=C12)OCCCCCC(CCCC)OCCCC[N+](C)(C)C 4-(1-naphthoxy-5-decyloxy)butyltrimethylammonium bromide